COC(CCCC=CC)=O hept-5-enoic acid methyl ester